9-[1-[[6-chloro-2-(1-ethylpyrazol-4-yl)-3-pyridyl]amino]ethyl]-4,7-dimethyl-3-(1-methyl-4-piperidyl)pyrazolo[3,4-c]isoquinolin-5-one ClC1=CC=C(C(=N1)C=1C=NN(C1)CC)NC(C)C=1C=2C3=C(N(C(C2C=C(C1)C)=O)C)N(N=C3)C3CCN(CC3)C